tert-butyl N-[2-(tert-butoxycarbonyl)-1,2,3,4-tetrahydroisoquinoline-5-carbonyl]-L-methionylglycyl-N6-[(benzyloxy)carbonyl]-L-lysinate C(C)(C)(C)OC(=O)N1CC=2C=CC=C(C2CC1)C(=O)N[C@@H](CCSC)C(=O)NCC(=O)N[C@@H](CCCCNC(=O)OCC1=CC=CC=C1)C(=O)OC(C)(C)C